C(#N)C1=C(N=C(S1)N(C1=C(N=C2N1C=C(C=C2)C=2C=NC(=NC2)CC(=O)NC2CC2)CC)C)C2=CC=C(C=C2)F 2-(5-(3-((5-cyano-4-(4-fluorophenyl)thiazol-2-yl)(methyl)amino)-2-ethylimidazo[1,2-a]pyridin-6-yl)pyrimidin-2-yl)-N-cyclopropyl-acetamide